The molecule is the D-enantiomer of isoleucinium. It has a role as a Saccharomyces cerevisiae metabolite and a bacterial metabolite. It is a conjugate acid of a D-isoleucine. It is an enantiomer of a L-isoleucinium. CC[C@@H](C)[C@H](C(=O)O)[NH3+]